[Cl-].[Cl-].C[Si](=[Zr+2](C1C(=CC2=C(C=CC=C12)C1=CC=C(C=C1)C(C)(C)C)C)C1C(=CC2=C(C(=C(C=C12)C(C)(C)C)OC)C1=CC=CC=C1)C)C trans-dimethylsilylene(2-methyl-4-phenyl-5-methoxy-6-tert-butyl-indenyl)(2-methyl-4-(4-tert-butyl-phenyl)indenyl)zirconium dichloride